ClC1=CC=C(CNC2=C3C(=NC(=N2)C2=CC=C(C#N)C=C2)N(N=C3CC)C)C=C1 4-(4-((4-chlorobenzyl)amino)-3-ethyl-1-methyl-1H-pyrazolo[3,4-d]pyrimidin-6-yl)benzonitrile